NC1=C(C=C(C(=C1)F)F)NC1=CC=C2C(=N1)C(N(C2=O)CC2=CC=C(C=C2)OC)C 2-[(2-amino-4,5-difluorophenyl)amino]-6-[(4-methoxyphenyl)-methyl]-7-methyl-7H-pyrrolo[3,4-b]pyridin-5-one